C(#N)C1=CC2=C(N(C(=N2)C(NC2=CC(=NN2CC)C)=O)CC2=CC=C(C=C2)P(O)(O)=O)C=C1 (4-((5-cyano-2-((1-ethyl-3-methyl-1H-pyrazol-5-yl)carbamoyl)-1H-benzo[d]imidazole-1-yl)methyl)phenyl)phosphonic acid